BrC(CO[Si](C)(C)C)=C(CO[Si](C)(C)C)Br 2,3-dibromo-1,4-bis(trimethylsiloxy)but-2-ene